C[C@]12C[C@H](C[C@H](CC1)N2CC=2NC1=CC(=C(C=C1C2)F)CNC(=O)C=2N=C1N(C(C2)=O)C=CC=C1)C |o1:1,3,5| N-((2-(((1R*,3S*,5S*)-1,3-dimethyl-8-azabicyclo[3.2.1]octan-8-yl)methyl)-5-fluoro-1H-indol-6-yl)methyl)-4-oxo-4H-pyrido[1,2-a]pyrimidine-2-carboxamide